C(C\C=C/CCCCCCCC\C=C/CCCC)O (3Z,13Z)-3,13-octadecadien-1-ol